2-(1,5-dimethyl-pyrrolidin-2-yl)-N-(2-methyl-1-((3-methyl-pyridin-2-yl)oxy)propan-2-yl)acetamide CN1C(CCC1C)CC(=O)NC(COC1=NC=CC=C1C)(C)C